4'-Vinyluridin-5'-{N,N'-bis[(S)-1-(2,2-dimethylpropoxycarbonyl)ethyl] phosphordiamidat} CC(COC(=O)[C@H](C)NP(=O)(N[C@@H](C)C(=O)OCC(C)(C)C)OC[C@@]1([C@H]([C@H]([C@@H](O1)N1C(=O)NC(=O)C=C1)O)O)C=C)(C)C